2-(3-acetyl-5-(2-oxopyrrolidin-1-yl)-1H-indol-1-yl)acetic acid C(C)(=O)C1=CN(C2=CC=C(C=C12)N1C(CCC1)=O)CC(=O)O